FC1=NC2=C(C(=C(C=C2C=N1)F)C1=CC=CC2=CC=CC(=C12)C#C[Si](C(C)C)(C(C)C)C(C)C)F 2,6,8-trifluoro-7-(8-((triisopropylsilyl)ethynyl)naphth-1-yl)quinazoline